C1=CC(=C2C=CN=CC2=C1S(=O)(=O)NCCN)Cl The molecule is a member of the class of isoquinolines that is isoquinoline-8-sulfonamide which is substituted by chlorine at position 5 and in which the sulfonamide nitrogen is substituted by a 2-aminoethyl group. It is an inhibitor of casein kinase I. It has a role as an EC 2.7.11.1 (non-specific serine/threonine protein kinase) inhibitor. It is a sulfonamide, a member of isoquinolines, an organochlorine compound and a primary amino compound.